O1C(=CC=C1)[NH3+] trans-furylammonium